ClC(=CC1=CC=CC=C1)CCCCC1=CC=CC=C1 chlorophenylbutyl-styrene